C(C)[C@H]1N(C[C@@H](N(C1)C=1C2=C(N(C(N1)=O)C)C=CC(=N2)C#N)C)C(C)C2=CC=C(C=C2)OC 4-((2S,5R)-5-ethyl-4-(1-(4-methoxyphenyl)ethyl)-2-methylpiperazin-1-yl)-1-methyl-2-oxo-1,2-dihydropyrido[3,2-d]pyrimidine-6-carbonitrile